Bicyclo[3.2.2]nonane-1,5-dicarboxylic acid, 5-ethyl ester C12(CCCC(CC1)(CC2)C(=O)OCC)C(=O)[O-]